BrC=1C=CC=2N(C1)C=NC2C2=CC=NO2 5-[6-bromoimidazo[1,5-a]pyridin-1-yl]-1,2-oxazole